C(C)(=O)OCC=C(CC\C=C(\CCC=C(C)C)/C)CI (6E)-3-(iodomethyl)-7,11-dimethyldodec-2,6,10-trien-1-yl acetate